3-((5-((4-(4-amino-3-(4-phenoxyphenyl)-1H-pyrazolo[3,4-d]pyrimidin-1-yl)piperidin-1-yl)methyl)pyrimidin-2-yl)amino)piperidine-2,6-dione NC1=C2C(=NC=N1)N(N=C2C2=CC=C(C=C2)OC2=CC=CC=C2)C2CCN(CC2)CC=2C=NC(=NC2)NC2C(NC(CC2)=O)=O